trans-8-trans-10-dodecene-1-ol C(CCCCCCCC\C=C\C)O